ClC=1C=C2C(=NC(N(C2=CC1C1=C(C=CC=C1)F)C1=C(N=CS1)C(C)C)=O)N1[C@H](CN(CC1)C(C=C)=O)C 6-Chloro-7-(2-fluorophenyl)-4-((2S)-2-methyl-4-(2-propenoyl)-1-piperazinyl)-1-(4-(2-propanyl)-1,3-thiazol-5-yl)-2(1H)-quinazolinone